(S)-4-((S)-2-((tert-Butoxycarbonyl)amino)-2-cyclohexylacetyl)-2-methylpiperazine-1-carboxylic acid benzyl ester C(C1=CC=CC=C1)OC(=O)N1[C@H](CN(CC1)C([C@H](C1CCCCC1)NC(=O)OC(C)(C)C)=O)C